(R)-3-(6-cyclopropyl-4-(cyclopropyl(4-methyl-4H-1,2,4-triazol-3-yl)methyl)pyridin-2-yl)-7-(((2-(difluoromethoxy)ethyl)amino)methyl)-9-(trifluoromethyl)-4H-pyrido[1,2-a]pyrimidin-4-one C1(CC1)C1=CC(=CC(=N1)C1=CN=C2N(C1=O)C=C(C=C2C(F)(F)F)CNCCOC(F)F)[C@H](C2=NN=CN2C)C2CC2